2-carbazol-9-yl-8-dibenzothiophen-2-yl-4-phenylbenzo[4,5]thieno[3,2-d]pyrimidine C1=CC=CC=2C3=CC=CC=C3N(C12)C=1N=C(C2=C(N1)C1=C(S2)C=CC(=C1)C1=CC2=C(SC3=C2C=CC=C3)C=C1)C1=CC=CC=C1